Cl.CN methanamine-HCl